3-(1-ethyl-4-methyl-1H-benzo[d][1,2,3]triazol-5-yl)propanoic acid, formic acid salt C(=O)O.C(C)N1N=NC2=C1C=CC(=C2C)CCC(=O)O